NC=1SC2=C(N1)C=CC=C2F 2-amino-7-fluorobenzo[d]thiazole